CCC(CO)(CO)CO 1,1-trimethylolpropane